N-((2r,5s)-5-(aminomethyl)adamantan-2-yl)-6-(2,6-dimethylmorpholino)-5-fluoro-2-methylpyridin-3-amine NCC12CC3C(C(CC(C1)C3)C2)NC=2C(=NC(=C(C2)F)N2CC(OC(C2)C)C)C